BrC=1C=NN2C1OCC1(C2)CC1 3'-bromo-5',7'-dihydrospiro[cyclopropane-1,6'-pyrazolo[5,1-b][1,3]oxazine]